C(C)(C)(C)N(C(=O)OCC1(CCC1)COC1=CC(=NC2=CC(=CC=C12)Br)N)CC1C2CNCC12 (1-(((2-amino-7-bromoquinolin-4-yl)oxy)methyl)cyclobutyl)methanol exo-tert-butyl-((3-azabicyclo[3.1.0]hexan-6-yl)methyl)carbamate